Carbamimidoyl-carbamic acid 3-[6-(3,3-difluoroazetidin-1-yl)-5-fluoropyridin-3-yl]-2-fluorobenzyl ester FC1(CN(C1)C1=C(C=C(C=N1)C=1C(=C(COC(NC(N)=N)=O)C=CC1)F)F)F